F[B-](CN1C[C@H](CC1)F)(F)F trifluoro-[[(3S)-3-fluoropyrrolidin-1-yl]methyl]boranuide